nonaenediamine C(=CCCCCCCC)(N)N